(S)-2-chloro-4-(2-(4-fluorobenzamido)-3-phenylpropanamido)benzene-1-sulfonyl chloride ClC1=C(C=CC(=C1)NC([C@H](CC1=CC=CC=C1)NC(C1=CC=C(C=C1)F)=O)=O)S(=O)(=O)Cl